F[C@H](C1(COC1)C=1C=C(C=CC1)N1C(C2=CC(=CC(=C2C1)C(F)(F)F)CN1[C@@H](CCC1)COC)=O)C1=NN=CN1C 2-(3-(3-((R)-fluoro(4-methyl-4H-1,2,4-triazol-3-yl)methyl)oxetan-3-yl)phenyl)-6-(((S)-2-(methoxymethyl)pyrrolidin-1-yl)methyl)-4-(trifluoromethyl)isoindolin-1-one